FC1=CN=C(S1)NC(C1=C(C=CC=C1)C)=O N-(5-fluorothiazol-2-yl)-2-methylbenzamide